ClC1=CC=C(C(=C1)F)C1=C(C(=C(C(=C1F)F)F)F)F 4-chloro-2',3',4',5',6,6'-hexafluoro-[1,1'-biphenyl]